S1C=C(C=C1)C1=CNC2=CC(=CC=C12)N 3-(thiophen-3-yl)-1H-indol-6-amine